1-azepan-1-yl-2-phenyl-2-(4-thioxo-1,4-dihydro-pyrazolo[3,4-d]pyrimidin-5-yl)-ethanone N1(CCCCCC1)C(C(N1C=NC2=C(C1=S)C=NN2)C2=CC=CC=C2)=O